C(C=C)(=O)NC1=C(C(=O)O)C=C(C(=C1)OC)OCCCCC#C 2-acrylamido-5-(hex-5-yn-1-yloxy)-4-methoxybenzoic acid